FC(C(\C=C/C(C(F)(F)F)(F)F)(F)F)(F)F cis-1,1,1,2,2,5,5,6,6,6-decafluoro-3-hexene